N1=CC=C(C=C1)NC=1C=C(C(=O)NC2=CC(=CC=C2)NC2=CC=NC=C2)C=CC1 3-(pyridin-4-ylamino)-N-(3-(pyridin-4-ylamino)phenyl)benzamide